5-amino-1-(2,6-dichloro-4-(trifluoromethyl)phenyl)-4-((trifluoromethyl)sulfinyl)-1H-pyrazol NC1=C(C=NN1C1=C(C=C(C=C1Cl)C(F)(F)F)Cl)S(=O)C(F)(F)F